trans-1,4-cyclohexanedicarboxaldehyde [C@H]1(CC[C@H](CC1)C=O)C=O